C(CCC)C1N(S(C2=C(N(C1)C1=CC=CC=C1)C=C(C(=C2)N2CC(C2)C(=O)O)SC)(=O)=O)C 1-(3-butyl-2-methyl-7-(methylthio)-1,1-dioxido-5-phenyl-2,3,4,5-tetrahydrobenzo[f][1,2,5]thiadiazepin-8-yl)azetidine-3-carboxylic acid